4-chloro-2-(5-fluoro-3-pyridinyl)-6-isopropoxy-pyrimidine ClC1=NC(=NC(=C1)OC(C)C)C=1C=NC=C(C1)F